Pyrimidin-5-ylmethyl (Z)-3-aminobut-2-enoate N\C(=C/C(=O)OCC=1C=NC=NC1)\C